C(CC)OC(C)COC(C)CO Dipropylenglycol n-Propyl ether